(rac)-1-(3-cyano-6-methyl-4-(trifluoromethyl)pyridin-2-yl)-3,3-difluoro-N-methyl-N-(m-tolyl)pyrrolidine-2-carboxamide C(#N)C=1C(=NC(=CC1C(F)(F)F)C)N1[C@@H](C(CC1)(F)F)C(=O)N(C=1C=C(C=CC1)C)C |r|